N-(3-methoxybenzyl)-N-(4-morpholinobenzyl)-2-((2-(2-morpholinoethoxy)ethoxy)methyl)pyridin-4-amine COC=1C=C(CN(C2=CC(=NC=C2)COCCOCCN2CCOCC2)CC2=CC=C(C=C2)N2CCOCC2)C=CC1